O1C=C(C2=C1C=CC=C2)C=2C=C(C=CC2)CC(=O)O 2-(3-(benzofuran-3-yl)phenyl)acetic acid